diaminoazole C1=CNC(=C1N)N